CN(C1(CCC2(CN(C(N2)=O)C2=CC=CC=3N=C(OC32)O)CC1)C1=CC=CC=C1)C 8-(dimethylamino)-3-(2-hydroxybenzo[d]oxazol-7-yl)-8-phenyl-1,3-diazaspiro[4.5]decan-2-one